N[C@@H]1CC=2C(=NC=CC2NC(=O)C2=CNCCS2)N1 N-((1R,2S)-2-Amino-2,3-dihydro-pyrrolo[2,3-b]pyridin-4-yl)-3,4-dihydro-2H-1,4-thiazine-6-carboxamide